FC1(C(CN(CC1)C(C=C)=O)OC=1C=C2C(=NC=NC2=CC1OC)NC1=C(C=CC(=C1)C=1OC=CC1)OC)F 1-(4,4-difluoro-3-((4-((5-(furan-2-yl)-2-methoxyphenyl)amino)-7-methoxy-quinazolin-6-yl)oxy)piperidin-1-yl)prop-2-en-1-one